(1-((6-(difluoromethyl)pyridin-3-yl)methyl)-1H-pyrazol-4-yl)methylamine FC(C1=CC=C(C=N1)CN1N=CC(=C1)CN)F